(2S,4S)-1-(3-Cyano-6-methyl-4-(trifluoromethyl)pyridin-2-yl)-N-ethyl-4-hydroxy-N-(m-tolyl)-pyrrolidine-2-carboxamide C(#N)C=1C(=NC(=CC1C(F)(F)F)C)N1[C@@H](C[C@@H](C1)O)C(=O)N(C=1C=C(C=CC1)C)CC